4-difluoromethoxy-2,5-difluorophenylbis-(4-methoxybenzyl)amine FC(OC1=CC(=C(C=C1F)N(CC1=CC=C(C=C1)OC)CC1=CC=C(C=C1)OC)F)F